C(C)(C)(C)OC(NC1CCC(CC1)CBr)=O.FC(C(C(C(C(C(C(F)(F)C[Si](OCC)(C)C)(F)F)(F)F)(F)F)(F)F)(F)F)(CCC(F)(F)F)F heptadecafluorodecyl-trimethyl-(ethyl)oxysilane tert-butyl-N-[(1r,4r)-4-(bromomethyl)cyclohexyl]carbamate